ClC=1C(=NC(=NC1)NN1CCOCC1)C1=CC=C2CN(C(C2=C1)=O)[C@@H](C(=O)N[C@H](CO)C1=CC(=CC(=C1)OC)F)C (2R)-2-(6-{5-chloro-2-[(morpholin-4-yl)amino]pyrimidin-4-yl}-1-oxo-2,3-dihydro-1H-isoindol-2-yl)-N-[(1S)-1-(3-fluoro-5-methoxyphenyl)-2-hydroxyethyl]propanamide